ClC=1C=C(C=C(C1)Cl)N1C(C(C1)(C(=O)OCC)C)=O ethyl 1-(3,5-dichlorophenyl)-3-methyl-2-oxo-azetidine-3-carboxylate